2E,6Z,8E-decatrienoic acid N-isobutylamide C/C=C/C=C\CC/C=C/C(=O)NCC(C)C